5-(1-(isopropoxyimino)ethyl)pyrimidine-2,4(1H,3H)-dione C(C)(C)ON=C(C)C=1C(NC(NC1)=O)=O